8-(4-chloro-2-fluoro-phenyl)-2,3-dimethyl-6-[6-(3-pyridyl)-3-azabicyclo[4.1.0]heptan-3-yl]pyrimido[5,4-d]pyrimidin-4-one ClC1=CC(=C(C=C1)C1=NC(=NC2=C1N=C(N(C2=O)C)C)N2CC1CC1(CC2)C=2C=NC=CC2)F